CC=1C=CC2=C(C3=CC=CC=C3C=C2C1)OC(=O)CC(C(=O)O)C=CCCCCCCCCCCCCCC 3-methyl-9-(2-n-hexadecenyl-2-carboxyethyl)carbonyloxyanthracene